C1N(CC12CNC2)CC=2SC=C(N2)C(F)(F)F 2-(2,6-diazaspiro[3.3]heptan-2-ylmethyl)-4-(trifluoromethyl)thiazole